2-(6'-chloro-2'-ethyl-3'-oxo-2',3'-dihydro-1'H-spiro[cyclobutane-1,4'-isoquinoline]-3-yl)isoindoline-1,3-dione ClC=1C=C2C3(C(N(CC2=CC1)CC)=O)CC(C3)N3C(C1=CC=CC=C1C3=O)=O